(2R)-N-((R)-(4-fluoro-3-(trifluoromethyl)phenyl)(trans-3-(trifluoromethyl)cyclobutyl)methyl)-2-methyl-3-oxopiperazine-1-carboxamide FC1=C(C=C(C=C1)[C@H](NC(=O)N1[C@@H](C(NCC1)=O)C)[C@@H]1C[C@H](C1)C(F)(F)F)C(F)(F)F